3-(4-chloropyrimidin-2-yl)imidazo[1,2-a]pyridine-6-carbonitrile ClC1=NC(=NC=C1)C1=CN=C2N1C=C(C=C2)C#N